C(C=1CCC(C(C1)C=1C(=CC(=CC1O)CCCCC)O)C(=C)C)([2H])([2H])[2H] 5'-(methyl-d3)-4-pentyl-2'-(prop-1-en-2-yl)-1',2',3',4'-tetrahydro-[1,1'-biphenyl]-2,6-diol